COCOC1=C(C=C(C=C1)OCOC)C(=CC(=O)OC)C1=CC=CC=C1 methyl 3-[2,5-bis(methoxymethoxy)-phenyl]-3-(phenyl)-acrylate